C(C)(C)(C)C=1C=C(C=C(C1)C(C)(C)C)O 3,5-di-tert-butyl-phenol